tetrabutylammonium tri(4-chlorophenyl)hexylborate ClC1=CC=C(C=C1)C(CCCCCOB([O-])[O-])(C1=CC=C(C=C1)Cl)C1=CC=C(C=C1)Cl.C(CCC)[N+](CCCC)(CCCC)CCCC.C(CCC)[N+](CCCC)(CCCC)CCCC